caffeic acid 1,1-dimethylallyl ester CC(C=C)(C)OC(\C=C\C1=CC(O)=C(O)C=C1)=O